ClC=1C(=NC=CC1C1=C(C(=CC=C1)NC1=NC=CC(=C1F)C=O)Cl)C1=CC(=C(C(=C1)OC)CN(C(OC(C)(C)C)=O)C[C@H]1NC(CC1)=O)F tert-butyl N-[[4-[3-chloro-4-[2-chloro-3-[(3-fluoro-4-formyl-2-pyridyl)amino]phenyl]-2-pyridyl]-2-fluoro-6-methoxy-phenyl]methyl]-N-[[(2S)-5-oxopyrrolidin-2-yl]methyl]carbamate